(8-bromo-6-chloroquinolin-3-yl)(methyl)carbamic acid tert-butyl ester C(C)(C)(C)OC(N(C)C=1C=NC2=C(C=C(C=C2C1)Cl)Br)=O